(1S)-N-(3-(dibenzylamino)-1-(hydroxymethyl)cyclopentyl)-1-(4-fluorophenyl)-3,4-dihydro-isoquinoline-2(1H)-carboxamide C(C1=CC=CC=C1)N(C1CC(CC1)(CO)NC(=O)N1[C@H](C2=CC=CC=C2CC1)C1=CC=C(C=C1)F)CC1=CC=CC=C1